FC=1C=C(C=C2CCN(CC12)CC1CC2CCC(C1)N2C)C(=O)OC methyl 8-fluoro-2-[(8-methyl-8-azabicyclo[3.2.1]octan-3-yl)methyl]-3,4-dihydro-1H-isoquinoline-6-carboxylate